4-(5-acetyl-8-methoxyquinolin-7-yl)-N-ethyl-6-methyl-7-oxo-6,7-dihydro-1H-pyrrolo[2,3-c]pyridin-2-carboxamide C(C)(=O)C1=C2C=CC=NC2=C(C(=C1)C=1C2=C(C(N(C1)C)=O)NC(=C2)C(=O)NCC)OC